CC(C)(S(=O)NCC1=NC=CC(=C1F)C1=CC2=C(OC=C2COC2=C(C=CC=C2)CC(=O)OCC)C2=C1OC=C2)C ethyl 2-(2-((5-(2-((1,1-dimethylethylsulfinamido)methyl)-3-fluoropyridin-4-yl)benzo[1,2-b:3,4-b']difuran-3-yl)methoxy)phenyl)acetate